1,1'-(3,3'-dimethylthio[1,1'-biphenyl]-4,4'-diyl)bis{7-amino-4-hydroxy-3-[(E)-diazenyl]naphthalene-2-sulfonic acid} CSC=1C=C(C=CC1C1=C(C(=C(C2=CC=C(C=C12)N)O)\N=N\[H])S(=O)(=O)O)C1=CC(=C(C=C1)C1=C(C(=C(C2=CC=C(C=C12)N)O)\N=N\[H])S(=O)(=O)O)SC